2-[(E)-2-(4,4-difluorocyclohexyl)vinyl]-4,4,5,5-tetramethyl-1,3,2-dioxaborolane FC1(CCC(CC1)/C=C/B1OC(C(O1)(C)C)(C)C)F